COC(=O)[C@@]1(CN(CC[C@@H]1C(F)F)C)CC |r| (±)-(3S,4S)-4-difluoromethyl-3-ethyl-1-methylpiperidine-3-carboxylic acid methyl ester